6-bromo-3H,2H-1,2-diazin-3-one BrC=1C=CC(NN1)=O